FC(C1=C(C=CC(=C1)C(F)(F)F)C(C)N1N=CC(=C1)C=1C(=NOC1C=1SC=CC1)C(=O)N)(F)F (1-(1-(2,4-bis(trifluoromethyl)phenyl)ethyl)-1H-pyrazol-4-yl)-5-(thiophen-2-yl)isoxazole-3-carboxamide